C(C)OC(=O)C=1C2C(N=CC1)N(N=C2)CC2=CC=C(C=C2)OC 1-(4-methoxybenzyl)-3a,7a-dihydro-1H-pyrazolo[3,4-b]Pyridine-4-carboxylic acid ethyl ester